4-(1-(2-(fluoromethyl)-1H-imidazol-1-yl)ethyl)aniline FCC=1N(C=CN1)C(C)C1=CC=C(N)C=C1